C(CCCCC)(=O)N[C@@H](C(C)C)C(=O)O N-hexanoyl-Valine